tert-butyl 2-[6-(5-amino-2-chloropyrimidin-4-yl)-1-oxo-2,3-dihydro-1H-isoindol-2-yl]acetate NC=1C(=NC(=NC1)Cl)C1=CC=C2CN(C(C2=C1)=O)CC(=O)OC(C)(C)C